N-(3-iodo-4-methylphenyl)-4-((4-methylpiperazin-1-yl)methyl)benzamide tert-butyl-(3aR,6aR)-2-[4-(trifluoromethoxy)phenyl]-1,3,3a,4,6,6a-hexahydropyrrolo[3,4-c]pyrrole-5-carboxylate C(C)(C)(C)OC(=O)N1C[C@@H]2[C@@H](C1)CN(C2)C2=CC=C(C=C2)OC(F)(F)F.IC=2C=C(C=CC2C)NC(C2=CC=C(C=C2)CN2CCN(CC2)C)=O